5-(4-(Cyclopentanecarbonyl)piperazin-1-yl)-9-(5-(difluoromethyl)-1,3,4-thiadiazol-2-yl)-N-(3-(fluoromethyl)oxetan-3-yl)-9H-benzo[d]imidazo[1,2-a]imidazole-7-sulfonamide C1(CCCC1)C(=O)N1CCN(CC1)C1=CC(=CC=2N(C=3N(C21)C=CN3)C=3SC(=NN3)C(F)F)S(=O)(=O)NC3(COC3)CF